10-Hydroxy-undecanoic acid OC(CCCCCCCCC(=O)O)C